9H-fluorene-2-carboxylic acid C1=C(C=CC=2C3=CC=CC=C3CC12)C(=O)O